5,6-diamino-3-(4-methoxybenzyl)-1-methylpyrimidine-2,4(1H,3H)-dione NC=1C(N(C(N(C1N)C)=O)CC1=CC=C(C=C1)OC)=O